4-(butylamino)-2-((2-ethoxy-4-(4-methyl-4H-1,2,4-triazol-3-yl)phenyl)amino)-7H-pyrrolo[2,3-d]pyrimidine-5-carbonitrile C(CCC)NC=1C2=C(N=C(N1)NC1=C(C=C(C=C1)C1=NN=CN1C)OCC)NC=C2C#N